CC(C)/C(/C(C\C=C(\C=C)/C)(C)C)=N\O (NE)-N-[(6E)-2,4,4,7-tetramethylnonan-6,8-dien-3-ylidene]hydroxylamine